tert-butyl 5-methoxy-4-(((2S)-2-(4-(methoxycarbonyl)phenyl)-4-(methoxymethyl)piperidin-1-yl)methyl)-7-methyl-1H-indole-1-carboxylate COC=1C(=C2C=CN(C2=C(C1)C)C(=O)OC(C)(C)C)CN1[C@@H](CC(CC1)COC)C1=CC=C(C=C1)C(=O)OC